ClC1=NN(C=C1N(C(C(C)S(=O)(=O)C)=O)C)C=1C=NC=CC1 N-(3-chloro-1-(pyridin-3-yl)-1H-pyrazol-4-yl)-N-methyl-2-(methylsulfonyl)propanamide